tert-butyl (E)-2-((3-(7-(dimethylamino)-2-((dimethylcarbamoyl)oxy)-7-oxohept-5-enamido-3,3-d2)-2-oxopyridin-1(2H)-yl)methyl)-5-fluoro-7-isobutyl-1H-indole-1-carboxylate CN(C(/C=C/CC(C(C(=O)NC=1C(N(C=CC1)CC=1N(C2=C(C=C(C=C2C1)F)CC(C)C)C(=O)OC(C)(C)C)=O)OC(N(C)C)=O)([2H])[2H])=O)C